3-(6-chloro-2,3,4,9-tetrahydro-1H-pyrido[3,4-b]indol-1-yl)propane-1,2-diyl diacetate C(C)(=O)OCC(CC1NCCC2=C1NC1=CC=C(C=C21)Cl)OC(C)=O